tert-butyl (4S)-2-(4-fluoro-3,5-dimethyl-phenyl)-4-methyl-3-(2-oxo-1H-imidazol-3-yl)-6,7-dihydro-4H-pyrazolo[4,3-c]pyridine-5-carboxylate FC1=C(C=C(C=C1C)N1N=C2C([C@@H](N(CC2)C(=O)OC(C)(C)C)C)=C1N1C(NC=C1)=O)C